(2E,6Z)-3,7,11-trimethyldodec-2,6,10-trien-1-ol C\C(=C/CO)\CC\C=C(/CCC=C(C)C)\C